methyl but-2-ene-1,4-dioate C(C=CC(=O)[O-])(=O)OC